1-(cyanomethyl) 4-methyl 3-phenylsuccinate C1(=CC=CC=C1)C(CC(=O)OCC#N)C(=O)OC